(R)-1-(6-(1-aminoethyl)pyridin-2-yl)-1,1-difluoro-2-methylpropan-2-ol hydrochloride Cl.N[C@H](C)C1=CC=CC(=N1)C(C(C)(O)C)(F)F